C(C)OC(C(\C=C\C1=C(C=CC=C1)C)(F)F)=O (E)-2,2-difluoro-4-(2-tolyl)but-3-enoic acid ethyl ester